isobutyl-1,1,3,3,3-penta-hydroxy-1,3-disilapropane Bromide [Br-].C(C(C)C)[Si](C[Si](O)(O)O)(O)O